(3-chloro-5,6-dimethyl-pyrazin-2-yl)(cuban-1-yl)methanone ClC=1C(=NC(=C(N1)C)C)C(=O)C12C3C4C5C3C1C5C24